7-(4-phenoxyphenyl)-7H-purin-8(9H)-one O(C1=CC=CC=C1)C1=CC=C(C=C1)N1C(NC2=NC=NC=C12)=O